C(C)(C)N=C=NC(C)C N,N'-diiso-propylcarbodiimide